C(CCCCC(C)C)(=O)O.C(CCCCC(C)C)(=O)O.C(C)O.C(C)O.C(C)O triethanol diisooctanoate